di-sec-butylaminoethane C(C)(CC)N(C(C)CC)CC